ClC1=CC=C2C(=C(NC2=C1Cl)C=1SC(=NN1)C)C=1C=NNC1 2-(6,7-dichloro-3-(1H-pyrazol-4-yl)-1H-indol-2-yl)-5-methyl-1,3,4-thiadiazole